C(C(C)(C)C)(=O)OCOP(=O)(OC[C@]1(N2CCC(C1=O)CC2)COC)OC[C@]2(N1CCC(C2=O)CC1)COC ((bis(((1S,2R,4S)-2-(methoxymethyl)-3-oxoquinuclidin-2-yl)methoxy)phosphoryl)oxy)methyl pivalate